C(C1=CC=CC=C1)OC(=O)[C@@H]1N(C[C@H](C1)CC1=CC(=NC=C1)C)C(=O)O (2R,4S)-4-((2-methylpyridin-4-yl)methyl)pyrrolidine-1,2-dicarboxylic acid 2-benzyl ester